FC=1C(=C(C=C(C1)CC(C)C)N1CCN(CC1)CC1=NC=CC=C1F)C=1N=NNN1 1-[3-fluoro-5-isobutyl-2-(2H-tetrazol-5-yl)phenyl]-4-[(3-fluoro-2-pyridyl)methyl]-piperazine